3-propyliminopropyl acetate C(C)(=O)OCCC=NCCC